methyl 2-(2-fluoroethyl)-3-oxo-3,4-dihydroquinoxaline-6-carboxylate FCCC1=NC2=CC=C(C=C2NC1=O)C(=O)OC